2'-deoxyuridine 5'-monophosphate P(=O)(O)(O)OC[C@@H]1[C@H](C[C@@H](O1)N1C(=O)NC(=O)C=C1)O